CCCCCCCCC(CCCCCCCC)OC(CCCCCCCN(CCCCCC(OCCCCCCCCCCC)=O)CCO)=O heptadecane-9-yl-8-((2-hydroxyethyl)(6-oxo-6-(undecyloxy)hexyl)amino)octanoate